C(C)C(C)N ethyl-ethan-1-amine